BrC=1C=C(C=C2C(NC(NC12)=O)=O)C 8-bromo-6-methylquinazoline-2,4(1H,3H)-dione